C(C)(C)(C)OC(=O)NC1=CC=C2C(=N1)C=C(N2COCC[Si](C)(C)C)C(=O)OCC ethyl 5-((tert-butoxycarbonyl)amino)-1-((2-(trimethylsilyl)ethoxy)methyl)-1H-pyrrolo[3,2-b]pyridine-2-carboxylate